C(C(C)C)N1CCC(=CC1)C1=CNC2=CC=CC=C12 3-(1-isobutyl-1,2,3,6-tetrahydropyridin-4-yl)-1H-indol